(S)-4-(1-(2-((4'-carbamoyl-5-hydroxy-2'-methyl-[1,1'-biphenyl]-3-yl)methyl)-2-azabicyclo[2.1.1]hexane-1-carboxamido)ethyl)benzoic acid C(N)(=O)C1=CC(=C(C=C1)C1=CC(=CC(=C1)O)CN1C2(CC(C1)C2)C(=O)N[C@@H](C)C2=CC=C(C(=O)O)C=C2)C